C1N(CCC2=CC=CC=C12)C[C@H](CN1C(C2=CC=C(C=C2C2(C1)CC2)C(=O)N2CCC1(CC(C1)OC)CC2)=O)O (R)-2'-(3-(3,4-Dihydroisoquinolin-2(1H)-yl)-2-hydroxypropyl)-6'-(2-methoxy-7-Azaspiro[3.5]nonane-7-carbonyl)-2',3'-dihydro-1'H-spiro[cyclopropane-1,4'-isoquinoline]-1'-one